methyl 1-amino-3-(benzyloxy)-4-oxo-1,4-dihydropyridine-2-carboxylate NN1C(=C(C(C=C1)=O)OCC1=CC=CC=C1)C(=O)OC